(2S,3S)-3-(4-fluoro-2-methoxylphenyl)-4-methylpentan-2-yl N-({3-[(isobutyryloxy)methoxy]-4-methoxypyridin-2-yl}carbonyl)-L-alaninate C(C(C)C)(=O)OCOC=1C(=NC=CC1OC)C(=O)N[C@@H](C)C(=O)O[C@@H](C)[C@@H](C(C)C)C1=C(C=C(C=C1)F)OC